1-(2,3-Dimethoxypropyl)-piperazine COC(CN1CCNCC1)COC